FC=1C(=CC(=C(C1)C(C(=O)O)C)C)[N+](=O)[O-] 2-(5-Fluoro-2-methyl-4-nitrophenyl)propionic acid